cobalt lithium oxalate C(C(=O)[O-])(=O)[O-].[Li+].[Co+2]